7-(7-(cyclopropylmethoxy)-5-fluoro-4-oxo-3,4-dihydroquinazolin-2-yl)-2,7-diazaspiro[3.5]nonane-2-carboxylic acid tert-butyl ester C(C)(C)(C)OC(=O)N1CC2(C1)CCN(CC2)C2=NC1=CC(=CC(=C1C(N2)=O)F)OCC2CC2